2-(6-(((1S,3S)-3-((5-cyclobutyl-1,2,4-oxadiazol-3-yl)amino)cyclopentyl)amino)pyridin-3-yl)pyridazin-3(2H)-one C1(CCC1)C1=NC(=NO1)N[C@@H]1C[C@H](CC1)NC1=CC=C(C=N1)N1N=CC=CC1=O